N4-(4-fluorophenyl)-N1-((3-(morpholinomethyl)oxetan-3-yl)methyl)-2-(trifluoromethyl)benzene-1,4-diamine FC1=CC=C(C=C1)NC1=CC(=C(C=C1)NCC1(COC1)CN1CCOCC1)C(F)(F)F